2-(4-hydroxy-phenyl)-1,3,5-triazine OC1=CC=C(C=C1)C1=NC=NC=N1